FC(OC1=CC=C(C=C1)C1=NOC(=N1)NC=1C=CC(=NC1)C#N)(F)F 5-((3-(4-(Trifluoromethoxy)phenyl)-1,2,4-oxadiazol-5-yl)amino)picolinonitrile